C(C)(C)(C)OC(=O)NCCCCCCCC#CC=1C=C(C=NC1)C=1C=C(C(=O)NC=2C=CC(N(C2)CC(=O)OC)=O)C=CC1 methyl 2-{5-[3-(5-{9-[(tert-butoxycarbonyl)amino]non-1-yn-1-yl}pyridin-3-yl)benzamido]-2-oxopyridin-1-yl}acetate